6'-[2-(3-phenylpropionylamino)ethoxy]-2',3'-dihydrospiro[cyclohexane-1,1'-indene]-4-carboxylic acid methyl ester COC(=O)C1CCC2(CCC3=CC=C(C=C23)OCCNC(CCC2=CC=CC=C2)=O)CC1